OC1CC(N2N=C(N=C21)C(=O)OCC)C(CC)=O ethyl 7-hydroxy-5-propionyl-6,7-dihydro-5H-pyrrolo[1,2-b][1,2,4]triazole-2-carboxylate